F[C@@H]1C[C@H](N(C1)C(=O)OC(C)(C)C)C(NC1=NN(C=N1)CC(F)(F)F)=O tert-Butyl (2S,4R)-4-fluoro-2-((1-(2,2,2-trifluoroethyl)-1H-1,2,4-triazol-3-yl)carbamoyl)pyrrolidine-1-carboxylate